Triphenyl-tin acetate salt C(C)(=O)[O-].C1(=CC=CC=C1)[Sn+](C1=CC=CC=C1)C1=CC=CC=C1